1,3-diazinane-2,4,6-trione N1C(NC(CC1=O)=O)=O